tris(((Z)-4-oxopent-2-en-2-yl)oxy)iron O=C(\C=C(\C)/O[Fe](O\C(\C)=C/C(C)=O)O\C(\C)=C/C(C)=O)C